5-(3-Formyl-2-hydroxy-4-methoxy-6-methylbenzoyl)oxy-2-hydroxy-3,6-dimethyl-benzoic acid C(=O)C=1C(=C(C(=O)OC=2C=C(C(=C(C(=O)O)C2C)O)C)C(=CC1OC)C)O